nonyltrimethylsilane C(CCCCCCCC)[Si](C)(C)C